N[C@@H]1C2=CC=CC=C2CC12CCN(CC2)C=2NC(C(=CN2)C#CCOC=2C=C(C(=O)N)C=CC2)=O (S)-3-((3-(2-(1-amino-1,3-dihydro-spiro[indene-2,4'-piperidin]-1'-yl)-6-oxo-1,6-dihydropyrimidin-5-yl)prop-2-yn-1-yl)oxy)benzamide